N1(CCCCC1)CCC(=O)N1CCN(C2=CC=CC=C12)CC1=NC=CC=C1 3-(piperidin-1-yl)-1-(4-(pyridin-2-ylmethyl)-3,4-dihydroquinoxaline-1(2H)-yl)propan-1-one